COC(=O)C1=CC=C2C(=N1)N(C(=N2)CN2CCC(CC2)C2=NC(=CC=C2)OCC=2C(=CC1=C(C=CO1)C2)F)C[C@H]2OCC2 (S)-2-((4-(6-((6-fluorobenzofuran-5-yl)Methoxy)pyridin-2-yl)piperidin-1-yl)methyl)-3-(oxetan-2-ylmethyl)-3H-imidazo[4,5-b]pyridine-5-Carboxylic acid methyl ester